2,5-dibromo-4-(2,3-difluorophenyl)-3-methoxythiophene BrC=1SC(=C(C1OC)C1=C(C(=CC=C1)F)F)Br